[1,2,3]Triazole-5-carbohydrazide N1N=NC=C1C(=O)NN